((2S)-1-(((S)-4-(cyclopropylamino)-3,4-dioxo-1-((S)-2-oxopyrrolidin-3-yl)butan-2-yl)amino)-4-methyl-1-oxohexan-2-yl)carbamic acid 2-(3-chlorophenyl)-2,2-difluoro-1-phenylethyl ester ClC=1C=C(C=CC1)C(C(C1=CC=CC=C1)OC(N[C@H](C(=O)N[C@@H](C[C@H]1C(NCC1)=O)C(C(=O)NC1CC1)=O)CC(CC)C)=O)(F)F